C(C)(C)(C)OCCC=CCCCCC 1-(tert-butoxy)-3-nonene